5-chloro-3-((5-(3-(4-isopentyl-1,4-diazepane-1-carbonyl)phenyl)furan-2-yl)methylene)indolin-2-one ClC=1C=C2C(C(NC2=CC1)=O)=CC=1OC(=CC1)C1=CC(=CC=C1)C(=O)N1CCN(CCC1)CCC(C)C